S1C=CC2=C1C=C1N2CCN(C1)N1C(N=C(C1=O)C1CC1)=O 3-(5,6-dihydrothieno[2',3':4,5]pyrrolo[1,2-a]pyrazin-7(8H)-yl)-5-cyclopropylimidazole-2,4-dione